FC(C1=CC=C(C=C1)N1C=CC2=CC(=CC=C12)NC(\C=C\C)=O)(F)F (E)-N-(1-(4-(trifluoromethyl)phenyl)-1H-indol-5-yl)-but-2-enamide